FC(CC1OC1)(C(C(C(F)(F)F)(F)F)(F)F)F 2,2,3,3,4,4,5,5,5-nonafluoropentyl-oxirane